tricyclo[5.2.1.02,6]dec-4-ene-8,9-dialdehyde C12C3CC=CC3C(C(C1C=O)C=O)C2